BrC1=CC=C2C(=NC(=NC2=C1)SC)N 7-bromo-2-(methylthio)quinazolin-4-amine